C(C)(C)(C)OC(=O)N1CCC(CC1)NCC1=CC(=NC2=CC(=CC=C12)Br)NN1C(C(=C(C1=O)C)C)=O.FC1=C(CNS(=O)(=O)C2=CC=C(C=C2)NC(\C=C\C2=CC=NC=C2)=O)C=CC=C1 (E)-N-(4-(N-(2-fluorobenzyl)sulfamoyl)phenyl)-3-(pyridin-4-yl)acrylamide tert-butyl-4-[({2-[(3,4-dimethyl-2,5-dioxoazolinyl)amino]-7-bromo-4-quinolyl}methyl)amino]piperidinecarboxylate